BrCCCCC(CO)CCCCCCCC 2-(4-bromobutyl)-decan-1-ol